C(N)(OCC(S(=O)(=O)C1=CC=C(C=C1)N)C(C)(C)C)=O tert-butyl-(2-((4-aminophenyl) sulfonyl) ethyl) carbamate